S1C(=NC2=C1C=CC=C2)C2=CC=C(C=C2)N(C2=CC=C(C=C2)C2=CC1=C(N=C(O1)C1=CC=CC=C1)C=C2)C2=CC=C(C=C2)C=2SC1=C(C2)C=CC=C1 N-(4-benzothiazole-2-yl-phenyl)-N-(4-benzothiophene-2-yl-phenyl)-N-{4-(2-phenyl-benzooxazole-6-yl)-phenyl}-amine